C(C)C1=C(C(=CC=C1O)C)C1=C(C2=C(N=C1)NC(=C2)C=2C=NC(=NC2)C)C#N (R)-5-(2-ethyl-3-hydroxy-6-methylphenyl)-2-(2-methylpyrimidin-5-yl)-1H-pyrrolo[2,3-b]pyridine-4-carbonitrile